2-fluoro-3-[N-(cyclopropylmethyl)-4-cyanobenzoylamino]benzoic acid FC1=C(C(=O)O)C=CC=C1N(CC1CC1)C(C1=CC=C(C=C1)C#N)=O